BrC=1C=2C(N=C3N(C2C=CC1)C1=CC(=CC=C1C31CCCCC1)C1CCC(CC1)CN1CC3(CC1)CCN(CC3)C3=CC(=C(C(=C3)F)C3C(NC(CC3)=O)=O)F)=O 3-(4-(2-((4-(4'-bromo-5'-oxo-5'H-spiro[cyclohexane-1,7'-indolo[1,2-a]quinazolin]-10'-yl)cyclohexyl)methyl)-2,8-diazaspiro[4.5]decan-8-yl)-2,6-difluorophenyl)piperidine-2,6-dione